Br[C@@H](F)Cl (S)-bromochlorofluoromethane